[Na+].S(N)([O-])(=O)=O.[Li+].S(N)([O-])(=O)=O lithium sulfamate, sodium salt